1-ethyl-3,6-dimethyl-1H-pyrazolo[4,3-b]pyridin-5(4H)-one C(C)N1N=C(C=2NC(C(=CC21)C)=O)C